CC1NCCCC1O 2-methyl-3-hydroxypiperidine